5-(2-ethoxy-3-pyridyl)-1-isopropyl-3-methyl-N-[(5-methyl-1,3,4-thiadiazol-2-yl)methyl]pyrazolo[4,3-b]pyridin-7-amine C(C)OC1=NC=CC=C1C1=CC(=C2C(=N1)C(=NN2C(C)C)C)NCC=2SC(=NN2)C